BrC1=C2C(=CCC2=CC(=C1)F)C 4-bromo-6-fluoro-3-methyl-1H-indene